CS(=O)(=O)NC=1SC=C(N1)C(=O)N 2-(methylsulfonamido)thiazole-4-carboxamide